The molecule is a terpene ketone in which a (9E,13E)-geranylgernayl group is bonded to one of the alpha-methyls of acetone (it is a mixture of 5E- and 5Z-geoisomers in a 3:2 ratio). It has a role as an anti-ulcer drug, a cardioprotective agent, a hepatoprotective agent, a nephroprotective agent, a neuroprotective agent and a Hsp70 inducer. It is a methyl ketone and a terpene ketone. It contains a geranylgeranyl group. CC(=CCC/C(=C/CC/C(=C/CC/C(=C/CCC(=O)C)/C)/C)/C)C